(2s,4S)-2-((1R,5S,6S)-6-(4-Methyl-3-(trifluoromethyl)phenyl)-3-azabicyclo[3.1.0]hexane-3-carbonyl)-7-oxa-5-azaspiro[3.4]octan-6-one CC1=C(C=C(C=C1)C1[C@@H]2CN(C[C@H]12)C(=O)C1CC2(C1)NC(OC2)=O)C(F)(F)F